tert-butyl (R)-(1-(1,2-dimethyl-5-nitro-1H-benzo[d]imidazol-4-yl)piperidin-3-yl)carbamate CN1C(=NC2=C1C=CC(=C2N2C[C@@H](CCC2)NC(OC(C)(C)C)=O)[N+](=O)[O-])C